[2H]C1(C(C(C(C1([2H])[2H])([2H])Br)([2H])[2H])([2H])[2H])[2H] bromocyclopentane-d9